2-bromo-3,5,6-trimethylbenzene-1,4-diol BrC1=C(C(=C(C(=C1C)O)C)C)O